1-(4-morpholinobenzophenyl)butanone Ethyl-4-(4-fluorophenyl)-2-methyl-3,5-dioxo-2,3,4,5-tetrahydro-1,2,4-triazine-6-carboxylate C(C)OC(=O)C=1C(N(C(N(N1)C)=O)C1=CC=C(C=C1)F)=O.O1CCN(CC1)C1=CC=CC=2C=CC=C(C21)CC(CC)=O